COC=1N=C2C(=C(C=NC2=CC1)NC(=O)NC=1C=NC(=C(C1)C(F)(F)F)N1N=CC=N1)C(C)OC N-(6-methoxy-4-(1-methoxyethyl)-1,5-naphthyridin-3-yl)-N'-(6-(2H-1,2,3-triazol-2-yl)-5-(trifluoromethyl)pyridin-3-yl)urea